[B](F)F.CN(C)C1=C(C=CC=C1)C(C(C=C)=O)C(C=CC=C)=O 4-(dimethylaminophenyl)nonane-1,6,8-triene-3,5-dione boron difluoride